C(CCCCCCC\C=C/C\C=C/CCCCC)OCCC 1-(cis,cis-9,12-octadecadienyloxy)propane